(S)-1-(5-Chloro-1-((5-chloro-2-methylpyridin-4-yl)oxy)-8-((1,1,1-trifluoropropan-2-yl)oxy)isoquinolin-6-yl)-4-ethyl-3-(hydroxymethyl)-1H-1,2,4-triazol-5(4H)-one ClC1=C2C=CN=C(C2=C(C=C1N1N=C(N(C1=O)CC)CO)O[C@H](C(F)(F)F)C)OC1=CC(=NC=C1Cl)C